(1S,3S)-3-((5-(5-(aminomethyl)-1-methyl-1H-1,2,3-triazol-4-yl)pyrazin-2-yl)oxy)cyclohexane-1-carboxylic acid isopropyl ester C(C)(C)OC(=O)[C@@H]1C[C@H](CCC1)OC1=NC=C(N=C1)C=1N=NN(C1CN)C